C(C)(C)(C)OC(=O)N1C(C2(C1)CNC2)C2=NC=NC=C2OC2=C(C=C(C=C2)F)S(NC(C)C)(=O)=O (5-(4-fluoro-2-(N-isopropylsulfamoyl)phenoxy)pyrimidin-4-yl)-2,6-diazaspiro[3.3]heptane-2-carboxylic acid tert-butyl ester